(S)-N-(3-fluoro-4-(4-((5-(3-(methyl-amino)piperidin-1-yl)pyridin-2-yl)amino)-5-oxo-5,6-dihydro-1,6-naphthyridin-2-yl)phenyl)cyclohexane-carboxamide FC=1C=C(C=CC1C1=NC=2C=CNC(C2C(=C1)NC1=NC=C(C=C1)N1C[C@H](CCC1)NC)=O)NC(=O)C1CCCCC1